2-methyl-4-methoxyaniline CC1=C(N)C=CC(=C1)OC